(4S)-1-[2-[(tert-butyldimethylsilyl)oxy]ethyl]-4-[2,3-dichloro-6-(methoxymethoxy)phenyl]imidazolidin-2-one [Si](C)(C)(C(C)(C)C)OCCN1C(N[C@H](C1)C1=C(C(=CC=C1OCOC)Cl)Cl)=O